trichloromethyl N-[2-fluoro-4-(trifluoromethoxy)phenyl]-N-methylcarbamate FC1=C(C=CC(=C1)OC(F)(F)F)N(C(OC(Cl)(Cl)Cl)=O)C